furo[2,3-b]pyridine-2-carboxylic acid isopropyl ester C(C)(C)OC(=O)C1=CC=2C(=NC=CC2)O1